CC1=C(C(=CC=C1)C)C1=CC(=CC=C1)[C@H](CC(=O)OCC)NC(=O)NC=1C(N2CCCC2=CC1O)=O ethyl (S)-3-(2',6'-dimethylbiphenyl-3-yl)-3-(3-(7-hydroxy-5-oxo-1,2,3,5-tetrahydroindolizin-6-yl) ureido)propanoate